1-(4-(2-(4-bromophenyl)-propan-2-yl)thiazol-2-yl)-3-((5-fluoro-6-(3-oxopiperazin-1-yl)pyridin-3-yl)-methyl)urea BrC1=CC=C(C=C1)C(C)(C)C=1N=C(SC1)NC(=O)NCC=1C=NC(=C(C1)F)N1CC(NCC1)=O